1-butyl-3,4-dimethyl-imidazolium C(CCC)N1C=[N+](C(=C1)C)C